(1R,5S,6s)-3-azabicyclo[3.1.0]hexane-6-carboxylic acid [C@H]12CNC[C@@H]2C1C(=O)O